N4'-(3-(methylsulfonyl)phenyl)-[2,3'-bipyridine]-4',6'-diamine CS(=O)(=O)C=1C=C(C=CC1)NC1=C(C=NC(=C1)N)C1=NC=CC=C1